4-((6-(6-((6-azaspiro[3.4]octan-6-yl)methyl)-1-oxo-4-(trifluoromethyl)isoindolin-2-yl)-2'-methyl-5'-(4-methyl-4H-1,2,4-triazol-3-yl)-[4,4'-bipyridin]-2-yl)amino)butanenitrile C1CCC12CN(CC2)CC2=CC(=C1CN(C(C1=C2)=O)C2=CC(=CC(=N2)NCCCC#N)C2=CC(=NC=C2C2=NN=CN2C)C)C(F)(F)F